diethyl-N,N'-diphenylthiuram disulphide C(C)N(C(SSC(N(C1=CC=CC=C1)CC)=S)=S)C1=CC=CC=C1